[Si](C)(C)(C(C)(C)C)O[Si](C)(C)C(C)(C)C TBDMS tert-butyldimethylsilyl ether